C1(CC1)C(C=CS(=O)(=O)C)NC(=O)C=1C(=NC(=NC1)C(C(F)(F)F)(F)F)OC1=CC=CC=C1 N-(1-cyclopropyl-3-(methylsulfonyl)allyl)-2-(perfluoroethyl)-4-phenoxypyrimidine-5-carboxamide